4-(3,8-Diazabicyclo[3.2.1]octan-3-yl)-3-bromo-7-(8-ethynyl-7-fluoro-3-hydroxynaphthalen-1-yl)-8-fluoro-1-methyl-1,6-naphthyridin-2(1H)-one C12CN(CC(CC1)N2)C2=C(C(N(C1=C(C(=NC=C21)C2=CC(=CC1=CC=C(C(=C21)C#C)F)O)F)C)=O)Br